N-(4-(2-amino-3-((1-(2-methoxyethyl)piperidin-4-yl)ethynyl)pyridin-4-yloxy)-3-fluorophenyl)-1-isopropyl-2,4-dioxo-1,2,3,4-tetrahydropyrimidine-5-carboxamide NC1=NC=CC(=C1C#CC1CCN(CC1)CCOC)OC1=C(C=C(C=C1)NC(=O)C=1C(NC(N(C1)C(C)C)=O)=O)F